(E,E)-digeranyl ether CC(=CCC/C(=C/COC/C=C(/CCC=C(C)C)\C)/C)C